6-tert-butyl-5-(3,4-dichlorophenyl)-4-(2-(trifluoromethoxy)phenylthio)thieno[2,3-d]pyrimidine C(C)(C)(C)C1=C(C2=C(N=CN=C2SC2=C(C=CC=C2)OC(F)(F)F)S1)C1=CC(=C(C=C1)Cl)Cl